NCC1(CCN(CC1)C1=NN2C(S1)=NC=C2C2=C(C=CC=C2)OCC)O 4-(aminomethyl)-1-(5-(2-ethoxyphenyl)imidazo[2,1-b][1,3,4]thiadiazol-2-yl)piperidin-4-ol